C(C1=CC=CC=C1)OCC1=C(C=C(C=C1)NC(C1=C(C=CC(=C1)B1OC(C(O1)(C)C)(C)C)F)=O)F N-(4-((Benzyloxy)methyl)-3-fluorophenyl)-2-fluoro-5-(4,4,5,5-tetramethyl-1,3,2-dioxaborolan-2-yl)benzamide